N1CC(C1)C1=CC=C(N=N1)C1=C(C=C(C=C1)C=1C=C(C=2C(N1)=CN(N2)C)C)O 2-(6-(azetidin-3-yl)pyridazin-3-yl)-5-(2,7-dimethyl-2H-pyrazolo[4,3-b]pyridin-5-yl)phenol